1-(4-Cyclohexanesulfonyl-phenyl)-3-pyridin-4-ylmethyl-urea C1(CCCCC1)S(=O)(=O)C1=CC=C(C=C1)NC(=O)NCC1=CC=NC=C1